ClC=1C=C(C=C(C1F)Cl)C1(CC(=NO1)C1=CC(=C(C(=O)NS(=O)CC)C=C1)C)C(F)(F)F 4-(5-(3,5-dichloro-4-fluorophenyl)-5-(trifluoromethyl)-4,5-dihydroisoxazol-3-yl)-N-(ethylsulfinyl)-2-methylbenzamide